C1(=CC=CC=C1)C1=NOC(=N1)C=1SC=CC1 3-phenyl-5-(thien-2-yl)-1,2,4-oxadiazole